C(C)C1=CC(=NS1)C(=O)N 5-ethyl-1,2-thiazole-3-carboxamide